2-(4-(1-(piperidin-4-yl)-1H-1,2,3-triazol-4-yl)phenyl)-1H-benzo[d]imidazole-4-carboxamide N1CCC(CC1)N1N=NC(=C1)C1=CC=C(C=C1)C1=NC2=C(N1)C=CC=C2C(=O)N